COCC(=O)C1=CC=CC=C1 methoxyAcetophenone